CC1(CC1)NS(=O)(=O)C1=CC2=C(N(C(N2C=2SC(=NN2)C)=O)CCC(=O)N)C=C1 3-[5-[(1-methylcyclopropyl)sulfamoyl]-3-(5-methyl-1,3,4-thiadiazol-2-yl)-2-oxo-benzoimidazol-1-yl]propanamide